C[C@H]1CN2C(SC1)=CC(=C(C2=O)C#N)C=2C=NC(=CC2)C2(CC2)C (S)-3-methyl-8-(6-(1-methylcyclopropyl)pyridin-3-yl)-6-oxo-3,4-dihydro-2H,6H-pyrido[2,1-b][1,3]thiazine-7-carbonitrile